4-(5-bromo-3-chloro-7-methylquinolin-2-yl)-3,5-dimethylisoxazole BrC1=C2C=C(C(=NC2=CC(=C1)C)C=1C(=NOC1C)C)Cl